C1=CC=CC=2C3=CC=CC=C3C(C12)COC(=O)NC(C(=O)O)C1=CC(=C(C=C1)Br)OC(F)(F)F 2-((((9H-fluoren-9-yl)methoxy)carbonyl)amino)-2-(4-bromo-3-(trifluoromethoxy)phenyl)acetic acid